ClC1=CC=C(CN2C[C@H](CCC2)C2=CC=NC=3N2N=C(C3CN(C)C)C)C=C1 (S)-1-(7-(1-(4-Chlorobenzyl)piperidin-3-yl)-2-methylpyrazolo[1,5-a]pyrimidin-3-yl)-N,N-dimethylmethanamine